tert-Butyl (3-cyano-4-(3-(3-(cyclopropylamino)pyrrolidin-1-yl)-5-fluoro-7,9-dihydrofuro[3,4-f]quinazolin-6-yl)-7-fluorothieno[3,2-c]pyridin-2-yl)carbamate C(#N)C1=C(SC2=C1C(=NC=C2F)C=2C1=C(C=3C=NC(=NC3C2F)N2CC(CC2)NC2CC2)COC1)NC(OC(C)(C)C)=O